FC1=C(C=CC=C1)[C@H](C(N1CC2=NN(C=C2C1)S(=O)(=O)C=1C=C2C=CC=NC2=CC1)=O)NC(OC(C)(C)C)=O tert-butyl (R)-(1-(2-fluorophenyl)-2-oxo-2-(2-(quinolin-6-ylsulfonyl)-2,6-dihydropyrrolo[3,4-c]pyrazol-5(4H)-yl)ethyl)carbamate